bromo-pyrazole BrC1=NNC=C1